N,N-dimethyl-(morpholin-2-yl)carboxamide CN(C(=O)C1CNCCO1)C